N-[4-[3-chloro-5-[4-(2-nitrophenyl)sulfonylmorpholin-2-yl]phenyl]-2-pyridyl]acetamide ClC=1C=C(C=C(C1)C1CN(CCO1)S(=O)(=O)C1=C(C=CC=C1)[N+](=O)[O-])C1=CC(=NC=C1)NC(C)=O